ClC1=NC(=CC=C1C(=O)NS(=O)(=O)C1=CC=CC(=N1)NCCC1C(N(CC1)C(=O)OC(C)(C)C)(C)C)N1N=C(C=C1)OCCC1(CC1)C(F)(F)F tert-Butyl 3-[2-[[6-[[2-chloro-6-[3-[2-[1-(trifluoromethyl)cyclopropyl]ethoxy] pyrazol-1-yl]pyridine-3-carbonyl]sulfamoyl]-2-pyridyl]amino]ethyl]-2,2-dimethyl-pyrrolidine-1-carboxylate